6-(4-amino-2,6-dichlorophenoxy)-2-(pyridin-3-ylmethyl)-3,4-dihydroisoquinolin-1(2H)-one NC1=CC(=C(OC=2C=C3CCN(C(C3=CC2)=O)CC=2C=NC=CC2)C(=C1)Cl)Cl